CN1C=NC(=C1)C(=O)ON=CC1=CC=C(C=C1)C 4-Methylbenzaldehyde-O-(1-methyl-1H-imidazole-4-carbonyl) oxime